C[C@@H]1[C@@H]([C@@H]([C@H]([C@@H](O1)O[C@H]2CC[C@]3([C@@H](C2)CC[C@@H]4[C@@H]3CC[C@]5([C@@]4(C[C@@H]([C@@H]5C6=CC(=O)OC6)O)O)C)C)O)OC)O The molecule is a cardenolide glycoside in which the parent structure gitoxigenin is glycosylated at the 3beta-hydroxy group by beta-D-digitalose. It derives from a gitoxigenin.